OCC(C1=CC(=NC=C1)OCC(F)(F)F)NC(=O)NC1CC(C1)C(F)(F)F 1-[2-hydroxy-1-[2-(2,2,2-trifluoroethoxy)pyridin-4-yl]ethyl]-3-[(1r,3r)-3-(trifluoromethyl)cyclobutyl]urea